3-Fluoro-4-cyanophenylboronic acid pinacol ester FC=1C=C(C=CC1C#N)B1OC(C)(C)C(C)(C)O1